BrC1=NC(=CC=C1C=NS(=O)(=O)C(C)(C)C)OC N-((2-bromo-6-methoxypyridin-3-yl)methylene)-2-methylpropane-2-sulfonamide